N'-(tert-butyldimethylsilyl)-5-(2-hydroxypropan-2-yl)thiophene-2-sulfonimidamide [Si](C)(C)(C(C)(C)C)N=S(=O)(N)C=1SC(=CC1)C(C)(C)O